N-(4-methyltetrahydropyran-4-yl)pyridine CC1(CCOCC1)N1CC=CC=C1